5'-fluoro-7'-(tetramethyl-1,3,2-dioxaborolan-2-yl)-1',2'-dihydrospiro[cyclopropane-1,3'-indole]-2'-one FC=1C=C2C3(C(NC2=C(C1)B1OC(C(O1)(C)C)(C)C)=O)CC3